C(C)N1CCN(CC1)C1CCN(CC1)C1=C(C=C(C=C1)NC=1N=C(C2=C(N1)NC=C2)NC=2C=CC=C1CCN(C21)S(=O)(=O)C)F N2-(4-(4-(4-ethylpiperazin-1-yl)piperidin-1-yl)-3-fluorophenyl)-N4-(1-(methylsulfonyl)indolin-7-yl)-7H-pyrrolo[2,3-d]pyrimidine-2,4-diamine